2,2-dimethyl-3-(2-methylprop-1-enyl)-cyclopropanecarboxylate CC1(C(C1C=C(C)C)C(=O)[O-])C